ethyl 4-((3-hydroxycyclopentyl)amino)-1H-pyrrolo[2,3-b]pyridine-5-carboxylate OC1CC(CC1)NC1=C2C(=NC=C1C(=O)OCC)NC=C2